ClC1=C(OC2=NNC(C(=C2)C(C)C)=O)C(=CC(=C1)C=1C(=NC(=NC1)OC)OC)Cl 3-[2,6-Dichloro-4-(2,4-dimethoxypyrimidin-5-yl)phenoxy]-5-isopropyl-1H-pyridazin-6-one